ClC=1C=C(C=CC1Cl)N1C(CC[C@H]1C1=NC2=C(N1C1CS(CCC1)(=O)=O)C=CC(=C2)C=2C(=NOC2C)C)=O (5S)-1-(3,4-dichlorophenyl)-5-(5-(3,5-dimethylisoxazol-4-yl)-1-(1,1-dioxidotetrahydro-2H-thiopyran-3-yl)-1H-benzo[d]imidazol-2-yl)pyrrolidin-2-one